C1(CC1)C=1C(=NC(=NC1)C)NC1=NNC2=CC(=CC=C12)[C@@H]1C[C@@]12C(NC1=CC=C(C=C21)OC)=O (1r,2s)-2-{3-[(5-cyclopropyl-2-methylpyrimidin-4-yl)amino]-1H-indazol-6-yl}-5'-methoxyspiro[cyclopropan-1,3'-indol]-2'(1'H)-one